4-tert-butylcyclohexane-1,2-dicarboxylic acid calcium salt [Ca+2].C(C)(C)(C)C1CC(C(CC1)C(=O)[O-])C(=O)[O-]